BrC1=CC=C(C=C1)C1=CC=C(C=C1)C1=CC=CC2=CC=CC=C12 1-(4'-bromo[1,1'-biphenyl]-4-yl)naphthalene